4-[5-[(4-chloro-1H-indazol-5-yl)amino]-1-methyl-1,2,4-triazol-3-yl]-N-isopropyl-benzamide ClC1=C2C=NNC2=CC=C1NC1=NC(=NN1C)C1=CC=C(C(=O)NC(C)C)C=C1